N-[5-[5-(cyclopropylmethoxy)pyridin-3-yl]-4-fluoro-2-[rac-(3R,5S)-3,4,5-trimethylpiperazin-1-yl]phenyl]-6-oxo-4-(trifluoromethyl)-1H-pyridine-3-carboxamide C1(CC1)COC=1C=C(C=NC1)C=1C(=CC(=C(C1)NC(=O)C1=CNC(C=C1C(F)(F)F)=O)N1C[C@H](N([C@H](C1)C)C)C)F |r|